(2S)-2-Amino-N-{4-[5-(3-fluorophenyl)-1,2-oxazol-3-yl]phenyl}-3-methylbutanamide hydrochloride Cl.N[C@H](C(=O)NC1=CC=C(C=C1)C1=NOC(=C1)C1=CC(=CC=C1)F)C(C)C